C1(CCC1)C1CC(C=2C(C3=CC=CC(=C3NC2C1)C)=O)=O 3-cyclobutyl-5-methyl-3,4-dihydroacridine-1,9(2H,10H)-dione